5-bromo-1-(2,2-difluoropropyl)-1H-pyrazolo[3,4-c]Pyridine BrC=1C=C2C(=CN1)N(N=C2)CC(C)(F)F